ClC1=C(C2=C(C3=C(N=C(N(C3=O)CC=3C=NOC3)C3=C(C=C(C=C3)OC)C3CC3)S2)C=C1)O 7-chloro-2-(2-cyclopropyl-4-methoxyphenyl)-8-hydroxy-3-(isoxazol-4-ylmethyl)benzo[4,5]thieno[2,3-d]pyrimidin-4(3H)-one